[Mg].OC1=CC=CC=2C(C3=CC=CC(=C3C(C12)=O)O)=O 1,8-dihydroxyanthraquinone magnesium